2-((2-(4-(4-(2-(5-amino-8-(furan-2-yl)-2-oxothiazolo[5,4-e][1,2,4]triazolo[1,5-c]pyrimidin-3(2H)-yl)ethyl)piperazin-1-yl)-3-fluorophenoxy)ethyl)amino)acetamide Tin nickel [Ni].[Sn].NC1=NC2=C(C=3N1N=C(N3)C=3OC=CC3)SC(N2CCN2CCN(CC2)C2=C(C=C(OCCNCC(=O)N)C=C2)F)=O